[8,8'-Bi-2H-1-benzopyran]-2,2'-dione O1C(C=CC2=C1C(=CC=C2)C2=CC=CC=1C=CC(OC12)=O)=O